8-methoxy-3-nitro-chromane COC=1C=CC=C2CC(COC12)[N+](=O)[O-]